3-{6-amino-5-[1-(2,6-dichloro-3-fluoro-phenyl)-ethoxy]-pyridin-3-yl}-N-(2-pyrrolidin-1-yl-ethyl)-benzamide NC1=C(C=C(C=N1)C=1C=C(C(=O)NCCN2CCCC2)C=CC1)OC(C)C1=C(C(=CC=C1Cl)F)Cl